(2-fluorophenyl)[6-{[2-(4-isopropylphenyl)imidazo[1,2-a]pyrimidin-3-yl]methyl}-2,6-diazabicyclo[3.2.2]non-2-yl]methanone FC1=C(C=CC=C1)C(=O)N1C2CN(C(CC1)CC2)CC2=C(N=C1N2C=CC=N1)C1=CC=C(C=C1)C(C)C